CC1=C(C(=CC(=C1)C)C)S(=O)(=O)CC(=C)C1=CC=CC=C1 1,3,5-trimethyl-2-((2-phenylallyl)sulfonyl)benzene